C(C)C1=C(C(=CC=C1)C)N1CC(C1)C1=CC(=C(CN2CCC(CC2)C(=O)O)C(=C1)C)C 1-(4-(1-(2-ethyl-6-methylphenyl)azetidin-3-yl)-2,6-dimethylbenzyl)piperidine-4-carboxylic acid